NC1=CC=C(N=N1)CC1(C(NCCC1C)=O)C(=O)OC methyl 3-((6-aminopyridazin-3-yl)methyl)-4-methyl-2-oxopiperidine-3-carboxylate